(2E)-3-(naphthalen-2-yl)prop-2-enal C1=C(C=CC2=CC=CC=C12)/C=C/C=O